6-((2-((3R,4R)-3-amino-4-hydroxypiperidin-1-yl)-1H-benzo[d]imidazol-1-yl)methyl)nicotinonitrile N[C@@H]1CN(CC[C@H]1O)C1=NC2=C(N1CC1=NC=C(C#N)C=C1)C=CC=C2